Cl.C1(=CC(=CC=C1)CN)C1=CC=CC=C1 [1,1'-Biphenyl]-3-ylmethylamine hydrochloride